N-(t-butoxycarbonyl)-L-phenylalanyl-6-(2,5-dioxo-2,5-dihydro-1H-pyrrol-1-yl)-L-norleucine tert-butyl ester C(C)(C)(C)OC([C@@H](NC([C@@H](NC(=O)OC(C)(C)C)CC1=CC=CC=C1)=O)CCCCN1C(C=CC1=O)=O)=O